FC1=C(C(=O)O)C=C(C(=C1)OC1=CC=C(C=C1)F)OC 2-fluoro-4-(4-fluorophenoxy)-5-methoxybenzoic acid